[Si](C1=CC=CC=C1)(C1=CC=CC=C1)(C(C)(C)C)OCC1(CC1)CN1C(CC(C1)C1=C(C(=CC=C1OCOCC[Si](C)(C)C)Cl)Cl)=S 1-((1-(((tert-butyldiphenylsilyl)oxy)methyl)cyclopropyl)methyl)-4-(2,3-dichloro-6-((2-(trimethylsilyl)ethoxy)methoxy)phenyl)pyrrolidine-2-thione